N-((3R,4R,5R,6R)-6-(((tert-butyldiphenylsilyl)oxy)methyl)-4,5-dihydroxytetrahydro-2H-pyran-3-yl)-2,2,2-trifluoroacetamide [Si](C1=CC=CC=C1)(C1=CC=CC=C1)(C(C)(C)C)OC[C@@H]1[C@@H]([C@@H]([C@@H](CO1)NC(C(F)(F)F)=O)O)O